5-(5-bromo-2-nitrophenyl)-2-methyl-4-(tetrahydro-2H-pyran-4-yl)-1,2-dihydro-3H-pyrazol-3-one BrC=1C=CC(=C(C1)C1=C(C(N(N1)C)=O)C1CCOCC1)[N+](=O)[O-]